(S)-1-[(S)-3-Methyl-1-{(3-oxo-2,8-diaza-8-spiro[4.5]decyl)carbonyl}butyl]-3-isobutyl-2-piperazinone CC(C[C@@H](C(=O)N1CCC2(CC(NC2)=O)CC1)N1C([C@@H](NCC1)CC(C)C)=O)C